FC=1C=CC(=NC1)C(C(=O)N)C (5-fluoropyridin-2-yl)propanamide